O1C(=CC2=C1C=CC=C2)C2=C(C(=NC(=N2)C2=C(NC1=NC=C(C=C12)F)S(=O)(=O)C1=CC=C(C)C=C1)NC1C(C2CCC1CC2)C(=O)OC)F (+/-)-trans-methyl 3-((6-(benzofuran-2-yl)-5-fluoro-2-(5-fluoro-2-tosyl-1H-pyrrolo[2,3-b]pyridin-3-yl)pyrimidin-4-yl)amino)bicyclo[2.2.2]octane-2-carboxylate